N-(4-(5-chlorothiophen-2-yl)piperidin-4-yl)-4-(trifluoromethoxy)benzenesulfonamide ClC1=CC=C(S1)C1(CCNCC1)NS(=O)(=O)C1=CC=C(C=C1)OC(F)(F)F